ClC1=C(C(=CC=C1Cl)F)[C@@]1(CN(CC1)C(C=C)=O)NC=1C=C(C2=C(N(N=C2C1)CC(=O)N)C)F 2-(6-{[(3S)-3-(2,3-Dichloro-6-fluorophenyl)-1-(prop-2-enoyl)pyrrolidin-3-yl]amino}-4-fluoro-3-methylindazol-2-yl)acetamide